(R)-tert-butyl 3-((S)-4-benzyl-2-oxooxazolidine-3-carbonyl)-6,6,6-trifluorohexanoate C(C1=CC=CC=C1)[C@@H]1N(C(OC1)=O)C(=O)[C@@H](CC(=O)OC(C)(C)C)CCC(F)(F)F